NC1=NC(=CC(=N1)N1CCC2(C[C@H](NC2)C(=O)OCC)CC1)O[C@@H](C(F)(F)F)C1=C(C=C(C=C1)Cl)N1N=C(C=C1)C1CC1 (S)-ethyl 8-(2-amino-6-((R)-1-(4-chloro-2-(3-cyclopropyl-1H-pyrazol-1-yl)phenyl)-2,2,2-trifluoroethoxy)pyrimidin-4-yl)-2,8-diazaspiro[4.5]decane-3-carboxylate